2-chloro-6-(2-methoxyphenyl)-7-nitroquinazoline ClC1=NC2=CC(=C(C=C2C=N1)C1=C(C=CC=C1)OC)[N+](=O)[O-]